3,5-Dichloro-7-(methoxymethoxy)-2-((1S,6S)-6-nitrocyclohex-3-en-1-yl)thieno[3,2-b]pyridine ClC1=C(SC=2C1=NC(=CC2OCOC)Cl)[C@H]2CC=CC[C@@H]2[N+](=O)[O-]